6-chloro-4-(pyrrolidin-1-ylmethyl)-1-((2-(trimethylsilyl)ethoxy)methyl)-1,3-dihydro-2H-pyrrolo[2,3-b]pyridin-2-one ClC1=CC(=C2C(=N1)N(C(C2)=O)COCC[Si](C)(C)C)CN2CCCC2